N-(2-Acetamidopyridin-4-yl)-3-(3,4-difluoro-2-methoxyphenyl)-4,5-dimethyl-5-(trifluoromethyl)tetrahydrofuran-2-carboxamide C(C)(=O)NC1=NC=CC(=C1)NC(=O)C1OC(C(C1C1=C(C(=C(C=C1)F)F)OC)C)(C(F)(F)F)C